3-(3-(Ethylsulfanyl)-2-fluorobenzyl)-4-(((2-fluoroethyl) (methyl) amino) methyl)-2-oxo-2H-benzopyran-7-yl dimethylcarbamate CN(C(OC1=CC2=C(C(=C(C(O2)=O)CC2=C(C(=CC=C2)SCC)F)CN(C)CCF)C=C1)=O)C